C(C)(C)(C)OC(=O)N1C(CNCC1)C1=NC(=C(C=C1F)F)OCC1=C(C=C(C=C1)Cl)F (6-((4-chloro-2-fluorobenzyl)oxy)-3,5-difluoropyridin-2-yl)piperazine-1-carboxylic acid tert-butyl ester